(5-bromo-1H-pyrazol-3-yl)carboxamide BrC1=CC(=NN1)C(=O)N